4,6-bis(2,4-dimethylphenyl)-2-(2-hydroxy-4-(3-(2-ethylhexyloxy)-2-hydroxypropoxy)phenyl)-s-triazine CC1=C(C=CC(=C1)C)C1=NC(=NC(=N1)C1=C(C=C(C=C1)C)C)C1=C(C=C(C=C1)OCC(COCC(CCCC)CC)O)O